tert-butyl 4-{4-[1-(cyclopropylmethyl)piperidin-4-yl]-6-[(5-cyclopropylpyrazin-2-yl)amino]pyridin-2-yl}piperidine-1-carboxylate C1(CC1)CN1CCC(CC1)C1=CC(=NC(=C1)NC1=NC=C(N=C1)C1CC1)C1CCN(CC1)C(=O)OC(C)(C)C